N-allyl-N-(thiophen-2-ylmethyl)-2-(p-tolyloxy)acetamide Methyl-2-(4-amino-1-(tert-butyl)-1H-pyrazolo[3,4-d]pyrimidin-3-yl)-3-methyl-1H-indole-6-carboxylate COC(=O)C1=CC=C2C(=C(NC2=C1)C1=NN(C2=NC=NC(=C21)N)C(C)(C)C)C.C(C=C)N(C(COC2=CC=C(C=C2)C)=O)CC=2SC=CC2